COC=1C=C(C=CC1)C1=NN2C(=NC3=C(C2=N1)N=CC=C3)N[C@@H]3C(NCCC3)=O (3S)-3-{[2-(3-methoxyphenyl)pyrido[2,3-e][1,2,4]triazolo[1,5-c]pyrimidin-5-yl]amino}piperidin-2-one